(1S,2S)-N-(6-(5-chloro-7-ethoxy-6-fluoro-1H-indazol-4-yl)imidazo[1,2-a]pyrazin-2-yl)-2-fluorocyclopropane-1-carboxamide ClC=1C(=C2C=NNC2=C(C1F)OCC)C=1N=CC=2N(C1)C=C(N2)NC(=O)[C@H]2[C@H](C2)F